CC=1C=NC=CC1C1=C(N=C2N1C=CC=N2)C2=CC1=C(OCCN1)C=C2 6-(3-(3-methylpyridin-4-yl)imidazo[1,2-a]pyrimidin-2-yl)-3,4-dihydro-2H-benzo[b][1,4]oxazine